C1(=CC=CC=C1)C12CC(C1)(C2)NC(C2=CC=C(C=C2)C(F)(F)F)=O N-(3-phenylbicyclo[1.1.1]pentan-1-yl)-4-(trifluoromethyl)benzamide